C(C)(C)[NH-].[Li+].[Li+].C(C)(C)[NH-] diLithium isopropylamide